C(C)C(CC)O[C@@H]1C=CC[C@H]2[C@H]1O2 (3R,4R,5S)-4,5-epoxy-3-(1-ethyl-propoxy)-1-cyclohexene